FC(C(=O)NC1CN(C1)C=1C2=C(N=C(N1)C1=CC=C(C=C1)C(F)(F)F)C=NC=C2)=C 2-fluoro-N-(1-(2-(4-(trifluoromethyl)phenyl)pyrido[3,4-d]pyrimidin-4-yl)azetidin-3-yl)acrylamide